NC=1C(=NC=C(N1)N1CCC2(CCC([C@H]2N)(F)F)CC1)SC1=C(C(=NC=C1)N1CC(C1)C(C)(C)O)Cl (S)-2-(1-(4-(3-amino-5-(1-amino-2,2-difluoro-8-azaspiro[4.5]decan-8-yl)pyrazin-2-ylsulfanyl)-3-chloropyridin-2-yl)azetidin-3-yl)propan-2-ol